(1s,3s)-3-(azetidin-1-ylsulfonyl)-N-methylcyclobutan-1-amine N1(CCC1)S(=O)(=O)C1CC(C1)NC